C1(CCC1)N(C(C(N)=O)=O)CC1=CC=C(C=C1)C(F)(F)F N'-Cyclobutyl-N'-[[4-(trifluoromethyl)phenyl]methyl]oxamide